CC\C=C\CCCCC trans-3-nonen